ClC=1N=C(C(NC1NC)=O)C(=O)OC Methyl 5-chloro-6-(methylamino)-2-oxo-1H-pyrazine-3-carboxylate